methyl-ethoxybis(N-methylbenzamido)silane C[Si](N(C(C1=CC=CC=C1)=O)C)(N(C(C1=CC=CC=C1)=O)C)OCC